C(=C)C1C(N(CC1)C=CC(=O)O)=O vinylpyrrolidoneacrylic acid